2,2,5-triphenyl-6-carboethoxy-2H-naphtho[1,2-b]pyran C1(=CC=CC=C1)C1(C=CC2=C(O1)C1=CC=CC=C1C(=C2C2=CC=CC=C2)C(=O)OCC)C2=CC=CC=C2